8-Cyclopentyl-7-ethyl-5-methyl-6-oxo-5,6,7,8-tetrahydropterin C1(CCCC1)N1C(C(N(C=2C(NC(=NC12)N)=O)C)=O)CC